(3Z)-16,16-dimethoxy-1,3-hexadecadiene COC(CCCCCCCCCCC\C=C/C=C)OC